OCCOCCOCCCC1=CC2=C(N(C(N2C)=O)C2C(N(C(CC2)=O)C)=O)C=C1 3-(5-[3-[2-(2-Hydroxyethoxy)eth-oxy]propyl]-3-methyl-2-oxo-2,3-dihydro-1H-1,3-benzodiazol-1-yl)-1-methylpiperidine-2,6-dione